1-[1-(5-fluoro-2-methoxy-3-pyridyl)-2-triisopropylsilyloxy-ethyl]pyrazol-4-amine FC=1C=C(C(=NC1)OC)C(CO[Si](C(C)C)(C(C)C)C(C)C)N1N=CC(=C1)N